C(C)OC(=O)[C@@H]1CNC[C@H]1COC Trans-4-(methoxymethyl)pyrrolidine-3-carboxylic acid ethyl ester